β-Phenyl-1,N2-etheno-8-(2-phenylethyl)thioguanosine C1(=CC=CC=C1)C(CSC=1N([C@H]2[C@H](O)[C@H](O)[C@@H](CO)O2)C=2N=C3N(C(C2N1)=O)C=CN3)C3=CC=CC=C3